8-[[8-fluoro-2-[(2-methoxyethylamino)methyl]-3,5,6,7-tetrahydrocyclopenta[f]benzimidazol-6-yl]methyl]-2-oxo-1-oxa-3,8-diazaspiro[4.5]decan FC1=C2C(=CC3=C1N=C(N3)CNCCOC)CC(C2)CN2CCC3(CNC(O3)=O)CC2